FC1=C(C=O)C=CC(=N1)OC 2-FLUORO-6-METHOXYNICOTINALDEHYDE